FC1=CC=C(C=C1)C(N1CCNCC1)C1=C(C=CC=C1)OC 1-((4-fluorophenyl)(2-methoxyphenyl)methyl)piperazine